(trifluoromethylsulfonyloxy)-acetate FC(S(=O)(=O)OCC(=O)[O-])(F)F